(4S)-4-Fluoro-4-methyl-isochromane-6-carboxylic acid F[C@@]1(COCC2=CC=C(C=C12)C(=O)O)C